3-(4-(5-(difluoromethyl)-1,3,4-oxadiazole-2-yl)-2-fluorobenzyl)-5-fluoro-1-(1-(tetrahydro-2H-thiopyran-4-yl)piperidine-4-yl)-1,3-dihydro-2H-benzo[d]imidazole-2-one FC(C1=NN=C(O1)C1=CC(=C(CN2C(N(C3=C2C=C(C=C3)F)C3CCN(CC3)C3CCSCC3)=O)C=C1)F)F